7-((S)-4-acryloyl-2-methylpiperazin-1-yl)-9-chloro-10-(2,4-difluorophenyl)-2,3-dihydro-5H-[1,4]oxazino[2,3,4-ij]quinazolin-5-one C(C=C)(=O)N1C[C@@H](N(CC1)C1=NC(N2C3=C(C(=C(C=C13)Cl)C1=C(C=C(C=C1)F)F)OCC2)=O)C